BrC=1C=NC(=NC1)N1CCC(CC1)=O 1-(5-Bromopyrimidin-2-yl)piperidin-4-one